CC1=NC=C(C=N1)NC(O[C@H](C)[C@H](C)OC1=CC2=C(N=C(S2)C=2C=C(C=C3C=C(C=NC23)OC)C(F)F)C=C1F)=O (2R,3S)-3-((2-(6-(difluoromethyl)-3-methoxyquinolin-8-yl)-5-fluorobenzo[d]thiazol-6-yl)oxy)butan-2-yl (2-methylpyrimidin-5-yl)carbamate